CNC(NCCC[C@H](N)C(=O)O)=NC Nω,Nω'-dimethyl-arginine